CN1CCN(CCC1)CCOC1=CC=2N(C=C1)C(=CN2)C2=NC=NC(=C2)NCC2=CC=C(C=C2)C=2C=NN(C2)C 4-methyl-1-[2-(3-{6-[4-(1-methyl-1H-pyrazol-4-yl)-benzylamino]-pyrimidin-4-yl}-imidazo[1,2-a]Pyridin-7-yloxy)-ethyl]-[1,4]Diazepan